tert-butyl (1R,5S)-3-((S)-10-chloro-3-(methoxymethyl)-5-oxo-9-(trifluoromethyl)-2,3-dihydro-5H-[1,4]thiazino[2,3,4-ij]quinazolin-7-yl)-3,8-diazabicyclo[3.2.1]octane-8-carboxylate ClC1=C(C=C2C(=NC(N3C2=C1SC[C@@H]3COC)=O)N3C[C@H]1CC[C@@H](C3)N1C(=O)OC(C)(C)C)C(F)(F)F